O1OC1 Dioxiran